BrC1=C(C(=CC(=C1)OC)Cl)N 2-bromo-6-chloro-4-methoxy-phenylamine